COC(C(C#CC1=CC2=C(OC[C@@H](C(N2C)=O)NC(=O)C2=NNC(=N2)CC2=CC=CC=C2)C=C1)(C)C)=O (S)-4-(3-(5-benzyl-1H-1,2,4-triazole-3-carboxamido)-5-methyl-4-oxo-2,3,4,5-tetrahydrobenzo[b][1,4]oxazepin-7-yl)-2,2-dimethylbut-3-ynoic acid methyl ester